1-(4-(tert-butyl)benzyl)-6-chloro-7-(naphthalen-1-ylmethyl)-5-oxo-8-(3-(trifluoromethyl)phenyl)-1,2,3,5-tetrahydroimidazo[1,2-a]pyridine-3-carboxylic acid C(C)(C)(C)C1=CC=C(CN2CC(N3C2=C(C(=C(C3=O)Cl)CC3=CC=CC2=CC=CC=C32)C3=CC(=CC=C3)C(F)(F)F)C(=O)O)C=C1